1-ethyl-3-methylimidazole bromine salt [Br].C(C)N1CN(C=C1)C